S1C(=NC2=C1C=CC=C2)NC(=O)C=2C=CC=C1CCN(CC21)C2=CC=C(C(=N2)C(=O)OC(C)(C)C)C=2C(=C(OC1=CC=C(C=C1)[C@@H](CCC(=O)O)C)C=CC2)C (R)-4-(4-(3-(6-(8-(benzo[d]thiazol-2-ylcarbamoyl)-3,4-dihydroisoquinolin-2(1H)-yl)-2-(tert-butoxycarbonyl)pyridin-3-yl)-2-methylphenoxy)phenyl)pentanoic acid